N1C(=NC=C1)C1=CC=C(C(=N1)C([2H])([2H])[2H])N1CCN(CC1)CC=1C=CC(=NC1)NC(=O)NCC 1-(5-((4-(6-(1H-imidazol-2-yl)-2-(methyl-d3)pyridin-3-yl)piperazin-1-yl)methyl)pyridin-2-yl)-3-ethylurea